6-chloro-N-[3-fluoro-5-(2-fluoroethoxy)-6-methoxy-2-pyridinyl]-1H-indole-3-sulfonamide ClC1=CC=C2C(=CNC2=C1)S(=O)(=O)NC1=NC(=C(C=C1F)OCCF)OC